6-(1H-indole-3-yl)-2-methyl-nicotinhydrazide N1C=C(C2=CC=CC=C12)C1=NC(=C(C(=O)NN)C=C1)C